2-(1,1-difluoroethyl)(5,6-2H2)-1-benzofuran FC(C)(F)C=1OC2=C(C1)C=C(C(=C2)[2H])[2H]